[Cl-].CC=1[NH+]=CSC1 4-methylthiazolium chloride